FC1=C(C(=CC(=C1)OCCN1CC(C1)CF)F)[C@H]1N([C@@H](CC2=C1NC1=CC=CC=C21)C)C[C@H](CO)O (2R)-3-[(1R,3R)-1-[2,6-difluoro-4-[2-[3-(fluoromethyl)azetidin-1-yl]ethoxy]phenyl]-3-methyl-1,3,4,9-tetrahydropyrido[3,4-b]indol-2-yl]propane-1,2-diol